(R)- and (S)-4-bromo-5-chloro-1-(2,2-difluorocyclopropyl)-1H-pyrazole BrC=1C=NN(C1Cl)[C@H]1C(C1)(F)F |r|